trans-4-[4-[(3-isopropyl)pyrazolo[1,5-a]pyrimidin-5-yl]pyrimidin-2-yl]aminomethyl-3-hydroxypiperidine-1-carboxylic acid tert-butyl ester C(C)(C)(C)OC(=O)N1C[C@H]([C@@H](CC1)CNC1=NC=CC(=N1)C1=NC=2N(C=C1)N=CC2C(C)C)O